FC1(C(C(C1(C(F)(F)F)F)(C(F)(F)F)F)(F)F)F perfluoro-3,4-dimethylcyclobutane